FC1=C(CC2(C[C@@H]3[C@@H](CN(C3)CC(=O)C3=NC=C(C=C3)O)C2)O)C=CC(=C1)F 2-((3aR,5r,6aS)-5-(2,4-difluorobenzyl)-5-hydroxyhexahydrocyclopenta[c]pyrrol-2(1H)-yl)-1-(5-hydroxypyridin-2-yl)ethanone